The molecule is a steroid saponin that is 6beta-hydroxytestosterone attached to a alpha-D-glucopyranosyl residue at position 6 via glycosidic linkage. It has a role as a Daphnia magna metabolite. It is a steroid saponin, a 3-oxo-Delta(4) steroid, a 17beta-hydroxy steroid, an alpha-D-glucoside and a monosaccharide derivative. It derives from a 6beta-hydroxytestosterone. C[C@]12CC[C@H]3[C@H]([C@@H]1CC[C@@H]2O)C[C@H](C4=CC(=O)CC[C@]34C)O[C@@H]5[C@@H]([C@H]([C@@H]([C@H](O5)CO)O)O)O